CC1OCC(C2=CC=C(C=C12)C(F)(F)F)=O 1-methyl-7-(trifluoromethyl)isochroman-4-one